([1,1'-biphenyl]-4-carboxamido)-5-chlorobenzofuran-2-carboxylic acid C1(=CC=C(C=C1)C(=O)NC1=C(OC2=C1C=C(C=C2)Cl)C(=O)O)C2=CC=CC=C2